C(/C1=CC=CC=C1)=C\1/CC(OC(C1(C)C)C1=CC(=C(C=C1)C)C)=O (E)-4-benzylidene-6-(3,4-dimethylphenyl)-5,5-dimethyltetrahydro-2H-pyran-2-one